N-(5-chloro-6-(thiazol-2-yl)pyridin-3-yl)-1-(isoquinolin-4-yl)-5-(trifluoromethyl)-1H-pyrazole-4-carboxamide ClC=1C=C(C=NC1C=1SC=CN1)NC(=O)C=1C=NN(C1C(F)(F)F)C1=CN=CC2=CC=CC=C12